CC1=NC(=CC(=C1)C1=C(C(=NN1)C=1C=C2CCN(CC2=CC1)C(=O)OC(C)(C)C)C(C)C)C Tert-butyl 6-(5-(2,6-dimethylpyridin-4-yl)-4-isopropyl-1H-pyrazol-3-yl)-3,4-dihydroisoquinoline-2(1H)-carboxylate